4-azido-1H-pyrazole N(=[N+]=[N-])C=1C=NNC1